5-(cyclopropylmethyl)-7-methyl-2-(2-methyl-2H-indazol-5-yl)-4-(6-methylpyridin-3-yl)-2,7-dihydro-3H-imidazo[4,5-c]pyridazine-3,6(5H)-dione C1(CC1)CN1C(N(C2=NN(C(C(=C21)C=2C=NC(=CC2)C)=O)C2=CC1=CN(N=C1C=C2)C)C)=O